1,3-diethyl-6-{[(1R,4R)-4-{bis[(2S,3R,4R,5R)-2,3,4,5,6-pentahydroxyhexyl]amino}cyclohexyl]carbamoyl}-1H-1,3-benzodiazol-3-ium C(C)N1C=[N+](C2=C1C=C(C=C2)C(NC2CCC(CC2)N(C[C@@H]([C@H]([C@@H]([C@@H](CO)O)O)O)O)C[C@@H]([C@H]([C@@H]([C@@H](CO)O)O)O)O)=O)CC